N-(4-(4-(isopropyl-sulfonyl)piperazin-1-yl)pyridin-2-yl)-5-(5-methyl-1H-pyrazol-4-yl)thiazolo[5,4-b]-pyridin-2-amine C(C)(C)S(=O)(=O)N1CCN(CC1)C1=CC(=NC=C1)NC=1SC2=NC(=CC=C2N1)C=1C=NNC1C